(2S)-2-amino-3-(1-benzyl-1H-indol-3-yl)propanoic acid N[C@H](C(=O)O)CC1=CN(C2=CC=CC=C12)CC1=CC=CC=C1